3-(4-(4-acryloyl-piperazin-1-yl)-6-chloro-quinazolin-7-yl)-2-fluoro-N,N-dimethyl-benzamide C(C=C)(=O)N1CCN(CC1)C1=NC=NC2=CC(=C(C=C12)Cl)C=1C(=C(C(=O)N(C)C)C=CC1)F